C(C)(C)(C)C1=CC=C(C=C1)NC1=NC=C(C(=N1)NN1C(OC2=C1C=CC=C2)=O)C (2-(4-tert-butylphenyl-amino)-5-methylpyrimidin-4-ylamino)benzo[d]oxazol-2(3H)-one